C1(=CC=CC=C1)C=1N=CC(=NC1C1=CC=CC=C1)N(CCCCOCC(=O)[O-])C(C)C 2-[4-[(5,6-diphenylpyrazin-2-yl)-(propan-2-yl)-amino]butoxy]acetate